C(=O)(O)CCSC(=O)SSC(CCC(=O)O)(C)C#N 4-((((2-carboxyethyl)thio)carbonylthio)thio)-4-cyanovaleric acid